C(#N)C=1C(=CC(=NC1)NC(N(C)C1=NC(=C(C=C1)CN1C(CN(CC1)C)=O)C=O)=O)N1CC2(C1)CCOCC2 3-(5-cyano-4-(7-oxa-2-azaspiro[3.5]nonan-2-yl)pyridin-2-yl)-1-(6-formyl-5-((4-methyl-2-oxopiperazin-1-yl)methyl)pyridin-2-yl)-1-methylurea